8a-ethyl-7-(7H-pyrrolo[2,3-d]pyrimidin-4-yl)-3,4,4a,5,6,8-hexahydro-1H-2,7-naphthyridine-2-carbonitrile C(C)C12CN(CCC2CCN(C1)C#N)C=1C2=C(N=CN1)NC=C2